N[C@@H](CO)C(=O)O |r| racemic-DL-serine